C(C)(C)(C)OC(=O)CCC1(C2=CC=CC=C2C=2C=CC=CC12)CCC(=O)OC(C)(C)C 9,9-bis{2-(t-butoxycarbonyl)ethyl}fluorene